6-methoxy-1H-pyrrolo[2,3-b]pyridine-2-carboxylic acid ethyl ester C(C)OC(=O)C1=CC=2C(=NC(=CC2)OC)N1